N1=C(C=CC2=CC=CC=C12)COS(=O)(=O)C1=CC=C(C=C1)C.C(=CCC)CC(C)(C)SC(=S)SCCCCCCCCCCCC 3-butenyl-2-(dodecylthiocarbonothioylthio)-2-methyl-propane quinolin-2-ylmethyl-4-methyl-benzenesulfonate